NC=1C(=NC(=CC1)OC)CCCN(C(=O)OC(C)(C)C)CC1=C(C=C(C(=C1)F)F)NC1=C(C(=O)O)C=C(C(=C1)C(F)(F)F)F 2-((2-(((3-(3-amino-6-methoxypyridin-2-yl)propyl)(tert-butoxycarbonyl)amino)methyl)-4,5-difluorophenyl)amino)-5-fluoro-4-(trifluoromethyl)benzoic acid